FC1(CC(C1)(C(=O)N(C=1C=C2C(=NC1)N=C(N2)C2=NNC=1C[C@@]3([C@H](CC21)C3)C)C)C)F 3,3-Difluoro-N,1-dimethyl-N-(2-((4aS,5aR)-5a-methyl-1,4,4a,5,5a,6-hexahydrocyclopropa[f]indazol-3-yl)-1H-imidazo[4,5-b]pyridin-6-yl)cyclobutane-1-carboxamide